2-((3-chloro-4-fluorophenyl)(4-methyl-5-(methylsulfonyl)-1-((2-(trimethylsilyl)eth-oxy)methyl)-1H-imidazol-2-yl)methoxy)pyridine ClC=1C=C(C=CC1F)C(OC1=NC=CC=C1)C=1N(C(=C(N1)C)S(=O)(=O)C)COCC[Si](C)(C)C